N-(isopropylsulfonyl)-4-oxo-4-(5-(quinoxalin-6-yl)-3-(4-(trifluoromethoxy)phenyl)-4,5-dihydro-1H-pyrazol-1-yl)butanamide C(C)(C)S(=O)(=O)NC(CCC(N1N=C(CC1C=1C=C2N=CC=NC2=CC1)C1=CC=C(C=C1)OC(F)(F)F)=O)=O